1,3-difluoro-5-methyl-2-nitrobenzene FC1=C(C(=CC(=C1)C)F)[N+](=O)[O-]